ClC1=C(C=C2C(=N1)C=NN2C)C 5-chloro-1,6-dimethyl-1H-pyrazolo[4,3-b]pyridine